COCC1(CCC(CC1)C=1C(=NN2C1CN(CC2)C(C)=O)CN(CCNC)C)COC 1-(3-(4,4-bis(methoxy-methyl)cyclohexyl)-2-((methyl(2-(methylamino)-ethyl)amino)methyl)-6,7-dihydropyrazolo[1,5-a]-pyrazin-5(4H)-yl)ethan-1-one